COC=1C=C2C(=NC=NC2=CC1OCCN1CCOCC1)OC1=CC=C(N)C=C1 4-((6-methoxy-7-(2-morpholinoethoxy)quinazolin-4-yl)oxy)aniline